3-(5-((1-acetylpyrrolidin-3-yl)oxy)-6-methylpyridin-2-yl)-1H-indole-7-carbonitrile C(C)(=O)N1CC(CC1)OC=1C=CC(=NC1C)C1=CNC2=C(C=CC=C12)C#N